4-[(carboxymethyl)amino]-4-oxo-2-butenoic acid C(=O)(O)CNC(C=CC(=O)O)=O